[2-(3-Methoxyphenyl)-2-oxoethyl]propanedinitrile COC=1C=C(C=CC1)C(CC(C#N)C#N)=O